FC=1C=C(C=C(C1)F)NC1=C(C=C(C=C1)S(=O)(=O)NC)C=1N=NN(N1)C 4-((3,5-difluorophenyl)amino)-N-methyl-3-(2-methyl-2H-tetrazol-5-yl)benzenesulfonamide